ClC1=CC=C(C(=N1)C=1C=CC2=C(C=NOB2O)C1C([2H])([2H])[2H])NC(C)C=1C=C(C=C2C(C(=C(OC12)C(C)C)C)=O)C 8-[1-[[6-chloro-2-[1-hydroxy-5-(trideuteriomethyl)-2,3,1-benzoxazaborinin-6-yl]-3-pyridyl]amino]ethyl]-2-isopropyl-3,6-dimethyl-chromen-4-one